Benzyl N-[1-[[(2-chloroacetyl)-(1H-imidazol-4-ylmethyl)amino]carbamoyl]-3-methyl-butyl]carbamate ClCC(=O)N(CC=1N=CNC1)NC(=O)C(CC(C)C)NC(OCC1=CC=CC=C1)=O